CN1CCC2=CC=C(C=C12)C1=NN2C(N=CC=C2)=C1C(=O)N[C@@H]1C(NC2=C(C(=N1)C1=CC=CC=C1)C=CC=C2)=O 2-(1-Methyl-2,3-dihydroindol-6-yl)-N-[(3S)-2-oxo-5-phenyl-1,3-dihydro-1,4-benzodiazepin-3-yl]pyrazolo[1,5-a]pyrimidine-3-carboxamide